4-cyclohexyl-benzoyl-formic acid C1(CCCCC1)C1=CC=C(C(=O)C(=O)O)C=C1